CC(C)([Si](OC(CCO[Si](C(C)(C)C)(C)C)CCCCCCCC)(C1=CC=CC=C1)C1=CC=CC=C1)C 2,2,9,9,10,10-hexamethyl-5-octyl-3,3-diphenyl-4,8-dioxa-3,9-disilaundecane